2-(4-hydroxybenzyl)-3-methylisoindolin-1-one OC1=CC=C(CN2C(C3=CC=CC=C3C2C)=O)C=C1